O1CCC2=C1C=CC(=C2)CC(C(C)C)NC(OC(C)(C)C)=O tert-Butyl (1-(2,3-dihydrobenzofuran-5-yl)-3-methylbutan-2-yl)carbamate